C(C)(C)C1=NC(=C2C=NC(=NN21)N[C@H]2[C@@H](CN(CC2)S(=O)(=O)C)O)C(F)(F)F (3R,4R)-4-{[7-isopropyl-5-(trifluoromethyl)imidazo[4,3-f][1,2,4]triazin-2-yl]amino}-1-methanesulfonylpiperidin-3-ol